(1R,3aS,3bS,7S,9aR,9bS,11aR)-9a,11a-Dimethyl-1-[(2R)-4-(methylamino)butan-2-yl]-2,3,3a,3b,4,6,7,8,9,9a,9b,10,11,11a-tetradecahydro-1H-cyclopenta[1,2-i]phenanthren-7-yl acetate C(C)(=O)O[C@@H]1CC2=CC[C@H]3[C@H]4[C@](CC[C@@H]3[C@]2(CC1)C)([C@H](CC4)[C@H](C)CCNC)C